CC1=C(C(NC(=C1)C)=O)CN1N=CC(=C1C)C(=O)N ((4,6-dimethyl-2-oxo-1,2-dihydropyridin-3-yl)methyl)-5-methyl-1H-pyrazole-4-carboxamide